1-Isocyanatomethyl-3-isocyanato-1,5,5-trimethylcyclohexane N(=C=O)CC1(CC(CC(C1)(C)C)N=C=O)C